ethyl 4-hydroxy-5-oxo-1-[(±)-tetrahydrofuran-3-ylmethyl]-2,5-dihydro-1H-pyrrole-3-carboxylate OC1=C(CN(C1=O)C[C@@H]1COCC1)C(=O)OCC |r|